methyl (1S,3S)-3-((2-(5-chloro-3-((((cyclobutylmethyl)(methyl)carbamoyl)oxy)methyl)thiophen-2-yl)-4-methylpyrimidin-5-yl) oxy)cyclohexane-1-carboxylate ClC1=CC(=C(S1)C1=NC=C(C(=N1)C)O[C@@H]1C[C@H](CCC1)C(=O)OC)COC(N(C)CC1CCC1)=O